2-isopropenyl-1,3-oxazoline C(=C)(C)C=1OCCN1